C1(CC1)C(=O)NC=1C=C2C(=CN=C(C2=CN1)NC)C=1OC2=C(N1)C=C(C=C2)N(C(OC(C)(C)C)=O)C tert-butyl N-[2-[6-(cyclopropanecarbonylamino)-1-(methylamino)-2,7-naphthyridin-4-yl]-1,3-benzoxazol-5-yl]-N-methyl-carbamate